CCCCC\C=C/C\C=C/CCCCCCCCCCCCCCC\C=C/C\C=C/CCCCC (6Z,9Z,26Z,29Z)-pentatriaconta-6,9,26,29-tetraen